CN1NC=CN(C1)C(C1=CC=C(C=C1)O)=O 2-methyl-4-p-hydroxybenzoyl-1,2,4-triazine